[I-].CC1(CN(C2=CC=CC=C12)CCC)C 3,3-dimethyl-1-propylindole iodide